4-((3-(3-((6-(cyclopropanecarboxamido)-3-((trideuteromethyl)carbamoyl)pyridazin-4-yl)amino)-2-methoxybenzeneyl)-1,2,4-oxadiazol-5-yl)methyl)piperazine-1-carboxylate C1(CC1)C(=O)NC1=CC(=C(N=N1)C(NC([2H])([2H])[2H])=O)NC=1C(=C(C=CC1)C1=NOC(=N1)CN1CCN(CC1)C(=O)[O-])OC